P(O)(=O)(OP(=O)(O)OP(=O)(O)O)OC[C@@H]1[C@H]([C@H]([C@@H](O1)N1C=NC=2C(=O)NC(N)=NC12)O)OC(NCCN)=O 3'-O-(2-aminoethyl-carbamoyl) guanosine-5'-triphosphate